5-fluoro-2-{[(2-methoxyethyl)amino]methyl}-7,8-dihydro-6H-spiro[[1,3]oxazolo[5,4-f]quinazoline-9,1'-cyclohexane]-7-one FC=1C=C2C(=C3C1NC(NC31CCCCC1)=O)OC(=N2)CNCCOC